3-[1-oxo-5-(4-piperidyloxymethyl)isoindolin-2-yl]piperidine-2,6-dione O=C1N(CC2=CC(=CC=C12)COC1CCNCC1)C1C(NC(CC1)=O)=O